CCCCCCC(C)C Isononane